tert-butyl (R)-1-bromo-4-chloro-3-(2-fluorophenyl)-6a,7,9,10-tetrahydro-6H-pyrazino[2,1-c]pyrido[3,4-f][1,4]oxazepine-8(12H)-carboxylate BrC1=NC(=C(C2=C1CN1[C@@H](CO2)CN(CC1)C(=O)OC(C)(C)C)Cl)C1=C(C=CC=C1)F